2-(3-fluorophenyl)-5-nitrothiophene FC=1C=C(C=CC1)C=1SC(=CC1)[N+](=O)[O-]